FC=1C=C(C=C(C1C(C)O)C1=CC2=C(NC(=N2)C)C=C1)CC#N 2-(3-fluoro-4-(1-hydroxyethyl)-5-(2-Methyl-1H-benzimidazol-5-yl)phenyl)acetonitrile